NCC1CCC(CC1)N1C2=NC(=NC=C2N=C1NC1=C(C=CC(=C1)Cl)F)NC1CCOCC1 9-((1s,4s)-4-(aminomethyl)cyclohexyl)-N8-(5-chloro-2-fluorophenyl)-N2-(tetrahydro-2H-pyran-4-yl)-9H-purine-2,8-diamine